exo-2,3-dimethylbutyric anhydride CC(C(=O)OC(C(C(C)C)C)=O)C(C)C